1-(azepan-1-yl)-2-((2,6-dimethylphenyl)amino)ethan-1-one N1(CCCCCC1)C(CNC1=C(C=CC=C1C)C)=O